BrC=1C=C(C=C(C1)NCCN)NC(=O)NC1=C(C=CC(=C1)F)CCO 1-[3-bromo-5-(2-aminoethylamino)phenyl]-3-[5-fluoro-2-(2-hydroxyethyl)phenyl]urea